4-[5-[(1R)-1-(3,5-Dimethylpyridazin-4-yl)ethoxy]-1-tetrahydropyran-2-yl-indazol-3-yl]-6-methyl-pyridine-2-carbonitrile CC=1N=NC=C(C1[C@@H](C)OC=1C=C2C(=NN(C2=CC1)C1OCCCC1)C1=CC(=NC(=C1)C)C#N)C